CN(CCC=1C=CC(N(C1)[C@H](C(=O)N[C@@H](CC(=O)OC)C=1C=NC=C(C1)C1=C(C=CC=C1C)C)CC(C)C)=O)C (S)-methyl 3-((S)-2-(5-(2-(dimethylamino)ethyl)-2-oxopyridin-1(2H)-yl)-4-methylpentanamido)-3-(5-(2,6-dimethylphenyl)pyridin-3-yl)propanoate